1-(4-{[4-(2,3-dimethylquinoxalin-6-yl)-5-fluoropyrimidin-2-yl]amino}phenyl)-3-(2-isopropylphenyl)urea CC1=NC2=CC=C(C=C2N=C1C)C1=NC(=NC=C1F)NC1=CC=C(C=C1)NC(=O)NC1=C(C=CC=C1)C(C)C